C(#N)C=1C=C(C=CC1)C1=CC=2C(=NC=C(C2NC(C)C)C(=O)NC[C@H](C(C)(C)O)F)S1 (R)-2-(3-Cyanophenyl)-N-(2-fluoro-3-hydroxy-3-methylbutyl)-4-(isopropylamino)thieno[2,3-b]pyridin-5-carboxamid